CN1N=CC(=C1)C1=CC=2N(C=C1)C(=CN2)N2CCN(CC2)C(=O)O[C@H](C)C2=CC=CC=C2 (R)-1-phenylethyl 4-(7-(1-methyl-1H-pyrazol-4-yl)imidazo[1,2-a]pyridin-3-yl)piperazine-1-carboxylate